CN(S(=O)(=O)N([C@@H]1[C@@H](N([C@@H](C1)C)C(=O)OCC1=CC=CC=C1)CO)CC1=CC=C(C=C1)OC)C benzyl (2R,3S,5R)-3-((N,N-dimethyl-sulfamoyl)(4-methoxybenzyl)amino)-2-(hydroxymethyl)-5-methylpyrrolidine-1-carboxylate